C(C1=CC=CC=C1)(C1=CC=CC=C1)(C1=CC=CC=C1)N1C=NC(=C1)B(O)O (1-tritylimidazol-4-yl)boronic acid